N-[(3R,4R)-1-(8-cyanoquinoxalin-5-yl)-4-methylpyrrolidin-3-yl]-2-[(3R)-1-methylpiperidin-3-yl]acetamide C(#N)C=1C=CC(=C2N=CC=NC12)N1C[C@@H]([C@@H](C1)C)NC(C[C@@H]1CN(CCC1)C)=O